4-bromo-2-((4-methoxy-3-methylphenyl)ethynyl)aniline BrC1=CC(=C(N)C=C1)C#CC1=CC(=C(C=C1)OC)C